S-[2,3-bis(palmitoyloxy)-(2RS)-propyl]-N-palmitoyl-(R)-cysteine C(CCCCCCCCCCCCCCC)(=O)O[C@@H](CSC[C@H](NC(CCCCCCCCCCCCCCC)=O)C(=O)O)COC(CCCCCCCCCCCCCCC)=O |&1:18|